(S)-N-(1-(4-(tert-butyl)phenyl)ethyl)-3-(4-fluoro-3-hydroxybenzyl)-1-isobutyl-2-methyl-1H-indole-6-carboxamide C(C)(C)(C)C1=CC=C(C=C1)[C@H](C)NC(=O)C1=CC=C2C(=C(N(C2=C1)CC(C)C)C)CC1=CC(=C(C=C1)F)O